2-(4-(4-((5-(3,5-difluorobenzyl)-1H-indazol-3-yl)carbamoyl)-3-((tetrahydro-2H-pyran-4-yl)amino)phenyl)piperazin-1-yl)acetic acid FC=1C=C(CC=2C=C3C(=NNC3=CC2)NC(=O)C2=C(C=C(C=C2)N2CCN(CC2)CC(=O)O)NC2CCOCC2)C=C(C1)F